FC([C@H](C)OC1=NC=CC(=C1)CN)(F)F (S)-(2-((1,1,1-trifluoropropan-2-yl)oxy)pyridin-4-yl)methanamine